CN1C(=C([C@H]2[C@H](O)[C@H](O)[C@@H](CO)O2)C(NC1=O)=O)OC(F)(F)F 1-Methyl-6-trifluoromethoxy-pseudouridine